CC1=C(C=CC(=C1)C)NC(=O)C1=C(C=CS1)C 5-[(2,4-dimethylphenyl)carbamoyl]-4-methylthiophene